(R)-2-(1-((6-(5-((((3,3-difluoropentan-2-yl)oxy)carbonyl)amino)-1-methyl-1H-1,2,3-triazol-4-yl)-2-methylpyridin-3-yl)ethynyl)-3-methoxycyclobutyl)acetic acid FC([C@@H](C)OC(=O)NC1=C(N=NN1C)C1=CC=C(C(=N1)C)C#CC1(CC(C1)OC)CC(=O)O)(CC)F